COC1=CC=C(C=C1)/C=C/C[N+]1=C2N(C(C(=C1O)C1=CC(=CC=C1)C(F)(F)F)=O)C=CC=C2 (E)-1-(3-(4-methoxyphenyl)allyl)-4-oxo-3-(3-(trifluoromethyl)phenyl)-4H-pyrido[1,2-a]pyrimidin-1-ium-2-ol